N=CCNCCNCCNCCC 1,4,7,10-tetraazatridecaneN